bis-(triethoxysilyl)methane C(C)O[Si](OCC)(OCC)C[Si](OCC)(OCC)OCC